N-(3,4-dimethylisoxazol-5-yl)-2-(8-(hydroxymethyl)isoquinolin-6-yl)-N-(methoxymethyl)benzenesulfonamide CC1=NOC(=C1C)N(S(=O)(=O)C1=C(C=CC=C1)C=1C=C2C=CN=CC2=C(C1)CO)COC